ethyl 6-((1-acetylpiperidin-4-yl) amino)-2-methylpyrimidine-4-carboxylate C(C)(=O)N1CCC(CC1)NC1=CC(=NC(=N1)C)C(=O)OCC